C1(CCCCC1)C=NO N-(Cyclohexylmethylidene)hydroxylamine